C(#N)C[C@@]1(C([NH2+]CC1)=O)C=1OC(=NN1)C1=NC=CC=C1NC1=CC=C(C=C1)C(F)(F)F (R)-3-(cyanomethyl)-2-oxo-3-(5-(3-((4-(trifluoromethyl)phenyl)amino)pyridin-2-yl)-1,3,4-oxadiazol-2-yl)pyrrolidin-1-ium